O3-benzyl O8-tert-butyl (1S,2R,5R)-2-vinyl-3,8-diazabicyclo[3.2.1]octane-3,8-dicarboxylate C(=C)[C@@H]1[C@@H]2CC[C@H](CN1C(=O)OCC1=CC=CC=C1)N2C(=O)OC(C)(C)C